CN[C@@H]1CN(CC1)C(=O)C1=NN(C(=C1)C1=CC=C(C#N)C=C1)C1=CC=C(C=C1)C (S)-4-(3-(3-(Methylamino)pyrrolidin-1-carbonyl)-1-(p-tolyl)-1H-pyrazol-5-yl)benzonitril